C(C)(C)(C)OC(CN(C([C@H](CC1=CC=C(C=C1)C)N(C(=O)[C@H]1N(CC1)C(=O)OCC1=CC=CC=C1)CC)=O)C)=O benzyl (2S)-2-[[(1S)-2-[(2-tert-butoxy-2-oxo-ethyl)-methylamino]-2-oxo-1-(p-tolylmethyl)ethyl]-ethyl-carbamoyl]azetidine-1-carboxylate